C1(CCCC1)C(=O)N1[C@H]([C@H](CC1)NS(=O)(=O)C)CC1=NC(=CC=C1)C1=CC(=CC=C1)F N-(cis-1-(cyclopentylcarbonyl)-2-((6-(3-fluorophenyl)pyridin-2-yl)methyl)pyrrolidin-3-yl)methanesulfonamide